OCCCNC(O[C@@H]1CC[C@H](CC1)C(N(CC12CCC(CC1)(CC2)C2=CC(=C(C=C2)OC)C)C2=NC=CC(=C2)C2=CN=C(S2)C(C)C)=O)=O 4-((4-(2-Isopropylthiazol-5-yl) pyridin-2-yl)((4-(4-methoxy-3-methylphenyl) bicyclo[2.2.2]octan-1-yl) methyl)carbamoyl)(trans-cyclohexyl) (3-hydroxypropyl)carbamate